C(C)(C)(C)C1=CC=C(C=C1)C=1OC(C(N1)=CC=1OC(=CC1)C1=CC(=CC=C1)C(F)(F)F)=O 2-(4-(tert-butyl)phenyl)-4-((5-(3-(trifluoromethyl)phenyl)furan-2-yl)methylene)oxazole-5(4H)-On